ClC1=C2C=C(NC2=CC=C1)CN1C(N(C=2N=C(N(C2C1=O)C)N[C@@H]1[C@@H](CCC1)NC(OC(C)(C)C)=O)C)=O tert-Butyl (1R,2S)-2-(1-((4-chloro-1H-indol-2-yl)methyl)-3,7-dimethyl-2,6-dioxo-2,3,6,7-tetrahydro-1H-purin-8-ylamino)cyclopentylcarbamate